ethyl-1-bromo-2-chloroethane C(C)C(CCl)Br